FC(C(=O)Cl)F Difluoroacetyl chloride